CC1=NN=C(S1)NC(=O)C1=NN2C(C(N(CC2)CCC(C)C)=O)=C1C1CC1 3-Cyclopropyl-5-(3-methylbutyl)-4-oxo-4,5,6,7-tetrahydropyrazolo[1,5-a]pyrazine-2-carboxylic acid (5-methyl-[1,3,4]thiadiazol-2-yl) amide